ClC=1C=NC=NC1 5-chloropyrimidine